4-(6-(6-((5-Fluoro-6-methoxypyridin-3-yl)methyl)-3,6-diazabicyclo[3.1.1]heptane-3-yl)pyridin-3-yl)-6-(3-hydroxy-3-methylbut-1-yn-1-yl)pyrazolo[1,5-a]pyridine-3-carbonitrile FC=1C=C(C=NC1OC)CN1C2CN(CC1C2)C2=CC=C(C=N2)C=2C=1N(C=C(C2)C#CC(C)(C)O)N=CC1C#N